[N+](=O)([O-])C=1C=CC2=C(N=C(S2)NC(=O)C2=NC=CN=C2)C1 N-(5-nitrobenzo[d]thiazol-2-yl)pyrazine-2-carboxamide